CC1COCC(N1C(C(=O)O)=O)C=1C=NC(=CC1)C(F)(F)F 2-(3-methyl-5-(6-(trifluoromethyl)pyridin-3-yl)morpholino)-2-oxoacetic acid